ClC1=C(C=CC(=C1)F)C1=CC(OC2=CC(=CC=C12)OC(C(=O)O)C)=O 2-[4-(2-chloro-4-fluoro-phenyl)-2-oxo-chromen-7-yl]oxypropionic acid